C1(CC1)[C@@H](C)NC1=NN2C(C=N1)=C(C=C2)C=2C=NC=1N(C2)C(=CN1)CC (R)-N-(1-cyclopropylethyl)-5-(3-ethylimidazo[1,2-a]pyrimidin-6-yl)pyrrolo[2,1-f][1,2,4]triazin-2-amine